2-(1-(4-((2,4-Dioxotetrahydropyrimidin-1(2H)-yl)methyl)phenyl)-4-hydroxypiperidin-4-yl)acetic acid hydrochloric acid salt Cl.O=C1N(CCC(N1)=O)CC1=CC=C(C=C1)N1CCC(CC1)(O)CC(=O)O